trans-4-((5-fluoro-4-(3-(piperidin-1-yl)phenyl)pyrimidin-2-yl)amino)cyclohexan-1-ol FC=1C(=NC(=NC1)N[C@@H]1CC[C@H](CC1)O)C1=CC(=CC=C1)N1CCCCC1